BrC=1C(=NC=CC1)N1N=CC(=C1C(F)(F)F)C(=O)O 1-(3-bromopyridin-2-yl)-5-(trifluoromethyl)-1H-pyrazole-4-carboxylic acid